C(C=C(C)C)C=1C=C2C(C(=COC2=CC1)C1=CC=CC=C1)=O 6-prenylisoflavone